2-Chloro-N-[[6-[4-(5,5-dimethylpyrrolidin-3-yl)butylamino]-2-pyridyl]sulfonyl]-6-[4-[2-[1-(trifluoromethyl)cyclopropyl]ethoxy]pyrazol-1-yl]pyridine-3-carboxamide ClC1=NC(=CC=C1C(=O)NS(=O)(=O)C1=NC(=CC=C1)NCCCCC1CNC(C1)(C)C)N1N=CC(=C1)OCCC1(CC1)C(F)(F)F